trioxine O1OOCC=C1